cinnamic acid cinnamyl-acetate C(C=CC1=CC=CC=C1)CC(=O)O.C(C=CC1=CC=CC=C1)(=O)O